(1R,3R)-chrysanthemate CC(=C[C@@H]1[C@H](C1(C)C)C(=O)[O-])C